(S)-1-((2-((S)-1-(4,4-difluorocyclohexyl)-3-(1-(ethyl-d5)-1H-pyrazol-5-yl)-3-oxopropyl)benzo[d]oxazol-5-yl)methyl)-4-(trifluoro-methyl)imidazolidin-2-one FC1(CCC(CC1)[C@H](CC(=O)C1=CC=NN1C(C([2H])([2H])[2H])([2H])[2H])C=1OC2=C(N1)C=C(C=C2)CN2C(N[C@@H](C2)C(F)(F)F)=O)F